4-bromo-6,7,8,9-tetrahydro-5H-pyrido[3,4-c]azepine BrC1=CN=CC=2CNCCCC21